methyl (2R,3S,5R)-2-(((6-(5-chloropyrimidin-2-yl)bicyclo[4.1.0]heptan-3-yl)oxy)methyl)-3-((fluoromethyl)sulfonamido)-5-methylpyrrolidine-1-carboxylate ClC=1C=NC(=NC1)C12CCC(CC2C1)OC[C@@H]1N([C@@H](C[C@@H]1NS(=O)(=O)CF)C)C(=O)OC